C(C)C(C(=O)N)(CC)CC 2,2-diethylbutanamid